C(CCCCCCCCCCCCCCCCCCC)OCC(OC(CCCCCCCCCCC)=O)COP(=O)([O-])OCC[N+](C)(C)C 1-eicosyl-2-dodecanoyl-glycero-3-phosphocholine